C(C)(=O)N1CCC(CC1)NC=1C=C2CN(C(C2=CC1)=O)C[C@@H](CN1CC2=CC=CC=C2CC1)O (R)-5-((1-Acetylpiperidin-4-yl)amino)-2-(3-(3,4-dihydroisoquinolin-2(1H)-yl)-2-Hydroxypropyl)isoindolin-1-one